N-(5-((1r,3r)-3-((pyridin-3-yloxy)methyl)cyclobutyl)-1H-pyrazol-3-yl)pyrazolo[1,5-a]pyrazin-4-amine N1=CC(=CC=C1)OCC1CC(C1)C1=CC(=NN1)NC=1C=2N(C=CN1)N=CC2